CC1(NC(N(C1=O)C1=CC=C(C=C1)C1(CCC1)C#N)=O)C 1-(4-(4,4-dimethyl-2,5-dioxoimidazolidin-1-yl)phenyl)cyclobutane-1-carbonitrile